ferrocene palladium (II) chloride [Pd](Cl)Cl.[CH-]1C=CC=C1.[CH-]1C=CC=C1.[Fe+2]